FC(C1=CC(=C(C(=O)N[C@H](C(=O)OC)CC2=CC=C(C=3N2C=CN3)C=3C(N(C(N(C3C)C)=O)C)=O)C(=C1)F)F)F methyl (S)-2-(4-(difluoromethyl)-2,6-difluorobenzamido)-3-(8-(1,3,6-trimethyl-2,4-dioxo-1,2,3,4-tetrahydropyrimidin-5-yl)imidazo[1,2-a]pyridin-5-yl)propanoate